C(C)(C)(C)OC(NC1=C(C(=CC=C1)C=1C=NC(=CC1)F)OC)=O (3-(6-fluoropyridin-3-yl)-2-methoxyphenyl)carbamic acid tert-butyl ester